2-(3-methoxyphenoxy)-N-(pyridin-2-yl)-N-(thiophen-2-ylmethyl)acetamide COC=1C=C(OCC(=O)N(CC=2SC=CC2)C2=NC=CC=C2)C=CC1